gamma-(2-aminoethyl)aminopropyltrimethoxysilane NCCNCCC[Si](OC)(OC)OC